CC1CCC2=C(C(N1)=O)NC=C2 6-methyl-1H,4H,5H,6H,7H,8H-pyrrolo[2,3-c]azepin-8-one